FC1=C(C(=O)Cl)C=CC(=C1)C(C(F)(F)F)(F)F 2-Fluoro-4-(perfluoroethyl)benzoyl chloride